C1(CC1)S(=O)(=O)N1N=CC(=C1)C1=NC=CC(=N1)NC1=NC=C(C(=C1)NC1CCC(CC1)O)C#CC1(CCCC1)O (1s,4s)-4-((2-((2-(1-(Cyclopropylsulfonyl)-1H-pyrazol-4-yl)pyrimidin-4-yl)amino)-5-((1-hydroxycyclopentyl)ethynyl)pyridin-4-yl)amino)cyclohexan-1-ol